N1(N=CN=C1)CC1(COC1)CNC1=C(C=C(C=C1)NC1=CC=C(C=C1)F)C(F)(F)F N1-((3-((1H-1,2,4-triazol-1-yl)methyl)oxetan-3-yl)methyl)-N4-(4-fluorophenyl)-2-(trifluoromethyl)benzene-1,4-diamine